C(C)SC1=CC=2C(C3=CC=CC=C3CC2C(=C1)SCC)=O 2,4-diethylthioanthracen-9-one